FC1=CC=C(C=C1)NC1=NC2=CC=C(C=C2C=N1)C=1C=C(C(=O)NC2=CC(=CC=C2)C(F)(F)F)C=CC1C 3-(2-((4-fluorophenyl)amino)quinazolin-6-yl)-4-methyl-N-(3-(trifluoromethyl)phenyl)benzamide